tert-butyl (1-(2,5-dimethoxy-4-(pent-4-en-1-yl)phenyl)propan-2-yl)carbamate COC1=C(C=C(C(=C1)CCCC=C)OC)CC(C)NC(OC(C)(C)C)=O